6-(4-methylpiperazin-1-yl)-3-(trifluoromethyl)imidazo[1,2-b]pyridazin-8-amine CN1CCN(CC1)C=1C=C(C=2N(N1)C(=CN2)C(F)(F)F)N